(E)-1-(2-azidophenyl)-N-(5-bromo-2-chlorophenyl)ethan-1-imine N(=[N+]=[N-])C1=C(C=CC=C1)\C(\C)=N\C1=C(C=CC(=C1)Br)Cl